FC1=CC=C(C=C1)N1C(N(C(C2=C1SC(=C2)S(=O)(=O)N(C(OC(C)(C)C)=O)C2(CC2)C)=O)CC=2C=NN(C2)C)=O tert-Butyl ((1-(4-fluorophenyl)-3-((1-methyl-1H-pyrazol-4-yl)methyl)-2,4-dioxo-1,2,3,4-tetrahydrothieno[2,3-d]pyrimidin-6-yl)sulfonyl)(1-methylcyclopropyl)carbamate